N1(CCC1)S(=O)(=O)C1=CC=C(O1)C(=O)NC1CC2(C1)CC(C2)C=2SC1=C(N2)C=C(C=C1)Cl 5-(azetidin-1-ylsulfonyl)-N-[6-(5-chloro-1,3-benzothiazol-2-yl)spiro[3.3]heptan-2-yl]furan-2-carboxamide